2-METHYLTETRAHYDRO-2H-PYRAN-2-CARBOXYLIC ACID CC1(OCCCC1)C(=O)O